Quinuclidin-3-yl (2-(4'-(2-hydroxyethyl)-[1,1'-biphenyl]-4-yl)propan-2-yl)carbamate OCCC1=CC=C(C=C1)C1=CC=C(C=C1)C(C)(C)NC(OC1CN2CCC1CC2)=O